BrC1=CC=C2C=C(C(NC2=N1)=O)CC 7-bromo-3-ethyl-1,8-naphthyridin-2(1H)-one